4-amino-3,3-dimethyl-1-butyltrimethoxysilane NCC(CC[Si](OC)(OC)OC)(C)C